C1(=CC=CC=C1)N1SC=CC1 2-phenylisothiazole